2-[2-fluoro-4-((2R or S)-2-morpholinopropoxy)phenyl]acetic acid FC1=C(C=CC(=C1)OC[C@@H](C)N1CCOCC1)CC(=O)O |o1:9|